3-methoxy-N-methyl-4-[(3-{8-[(1-methylpiperidin-4-yl)amino]-6-(prop-2-enamido)-3-(2,2,2-trifluoroethyl)imidazo[1,2-a]pyridin-2-yl}prop-2-yn-1-yl)amino]benzamide COC=1C=C(C(=O)NC)C=CC1NCC#CC=1N=C2N(C=C(C=C2NC2CCN(CC2)C)NC(C=C)=O)C1CC(F)(F)F